N-(3-(5-(4-(1H-Tetrazol-5-yl)phenyl)-1H-pyrazolo[3,4-b]pyridin-3-carbonyl)-2,6-difluorophenyl)ethansulfonamid N1N=NN=C1C1=CC=C(C=C1)C=1C=C2C(=NC1)NN=C2C(=O)C=2C(=C(C(=CC2)F)NS(=O)(=O)CC)F